C(C)(C)N1CCN(CC1)CC1=CC=C(C=C1)C1=CC2=C(C(=N1)N1CCOCC1)C=C(N2C)C2=CC=C(C=C2)S(=O)(=O)C 4-(6-(4-((4-Isopropylpiperazin-1-yl)methyl)phenyl)-1-methyl-2-(4-(methylsulfonyl)phenyl)-1H-pyrrolo[3,2-c]pyridin-4-yl)morpholin